C(=O)C=1C=C(C(=O)O)C=CC1CO.COC(COC1=C(C=C(C(=O)OC)C=C1)C=O)OC Methyl 4-(2,2-dimethoxyethoxy)-3-formylbenzoate 3-formyl-4-hydroxymethylbenzoate